ClC1=C(C(=NC(=C1)C)C#N)NC1=C(C(=CC(=C1C)OC)F)C 4-chloro-3-((3-fluoro-5-methoxy-2,6-dimethylphenyl)amino)-6-methylpyridinecarbonitrile